(E)-4-(3-(4-(3-(aminomethyl)phenyl)piperidin-1-yl)-3-oxoprop-1-enyl)phenylboronic acid NCC=1C=C(C=CC1)C1CCN(CC1)C(/C=C/C1=CC=C(C=C1)B(O)O)=O